(N-(2-(2-(2-aminoethoxy)ethoxy)ethyl))-5-((3aS,4S,6aR)-2-oxotetrahydro-1H-thieno[3,4-d]imidazol-4-yl)pentanamide NCCOCCOCCNC(CCCC[C@@H]1SC[C@@H]2NC(N[C@@H]21)=O)=O